C1(=CC=CC=C1)CN1C2=CC=CC(=C2C=2C(=CC=CC12)OCC(=O)O)C(N)=O (9-[(phenyl)methyl]-5-carbamoylcarbazol-4-yl)oxyacetic acid